Dimethyl 5-methyl-2-(trifluoromethoxy)isophthalate CC=1C=C(C(=C(C(=O)OC)C1)OC(F)(F)F)C(=O)OC